OC=1C=C(C(=O)NC)C=CC1O 3,4-dihydroxy-N-methylbenzamide